C(C)(=O)OCCOC1=CC=C(C=C1)C(CBr)=O 2-[4-(bromoacetyl)phenoxy]ethyl acetate